methyl 1-[(4-methoxyphenyl) methyl]-4-(2-oxoethyl)-1H-pyrazole-3-carboxylate COC1=CC=C(C=C1)CN1N=C(C(=C1)CC=O)C(=O)OC